N1(CCNCC1)C1=CC=C(N=N1)C(=O)N1CCC(CC1)CCCCNC(\C=C\C=1C=NC=CC1)=O (E)-N-(4-(1-(6-(piperazin-1-yl)pyridazine-3-carbonyl)piperidin-4-yl)butyl)-3-(pyridin-3-yl)acrylamide